FC=1C=C2C=NN(C2=CC1O)C1=CC=C(C=C1)C1=CC(=CC=C1)C#N 4'-(5-Fluoro-6-hydroxy-1H-indazol-1-yl)-[1,1'-biphenyl]-3-carbonitrile